OCCN(C(CCCOC1=CC=C2C(=CC(OC2=C1)=O)C)=O)CCO N,N-bis(2-hydroxyethyl)-4-((4-methyl-2-oxo-2H-chromen-7-yl)-oxy)butyramide